tert-butyl (S)-3-(2-bromophenyl)-2-((R)-1-(tert-butoxycarbonyl)pyrrolidin-3-yl)propanoate BrC1=C(C=CC=C1)C[C@H](C(=O)OC(C)(C)C)[C@@H]1CN(CC1)C(=O)OC(C)(C)C